3-(4-(trifluoromethyl)phenyl)morpholin tert-butyl-4-(1-(6-(4-(2-amino-3-nitropyridin-4-yl)-1H-pyrazol-1-yl)pyridin-3-yl)-2,2,2-trifluoro-1-hydroxyethyl)piperidine-1-carboxylate C(C)(C)(C)OC(=O)N1CCC(CC1)C(C(F)(F)F)(O)C=1C=NC(=CC1)N1N=CC(=C1)C1=C(C(=NC=C1)N)[N+](=O)[O-].FC(C1=CC=C(C=C1)C1NCCOC1)(F)F